C(#C)C1=C(C=CC2=C1C=C1C=NNC1=C2)F 5-ethynyl-6-fluoro-1H-benzo[f]indazol